FC1CC(N(C1)C(CNC(=O)N1CC(C1)C(F)(F)F)=O)C(=O)NC(C1=NC=C(C=C1)C(C)C)C1=CC=CC=C1 4-fluoro-N-{phenyl[5-(propan-2-yl)pyridin-2-yl]methyl}-1-(2-{[3-(trifluoromethyl)azetidine-1-carbonyl]amino}acetyl)pyrrolidine-2-carboxamide